5-(2,5-diazabicyclo[2.2.2]octan-2-yl)-2-(2,6-dioxopiperidin-3-yl)-4,6,7-trifluoroisoindoline-1,3-dione C12N(CC(NC1)CC2)C=2C(=C1C(N(C(C1=C(C2F)F)=O)C2C(NC(CC2)=O)=O)=O)F